benzothiophen-3-carbonitrile S1C=C(C2=C1C=CC=C2)C#N